BrC1=CC=C(OCC2OC(COC2)COC2(COC2)C)C=C1 2-((4-bromophenoxy)methyl)-6-(((3-methyloxetan-3-yl)oxy)methyl)-1,4-dioxan